O([C@H]1[C@H](O)[C@@H](O)[C@H](O)[C@H](O1)CO)CCCCCCCCCCCCCCCC 1-hexadecyl β-D-glucopyranoside